C(#N)C1CC2(CN(C2)S(=O)(=O)N)C1 6-cyano-2-azaspiro[3.3]heptane-2-sulfonamide